Sodium 5-(piperidin-1-yl)benzo[h]isoquinoline N1(CCCCC1)C1=C2C=CN=CC2=C2C(=C1)C=CC=C2.[Na]